2-(3-phenylpropyl)pyridine C1(=CC=CC=C1)CCCC1=NC=CC=C1